3-guanidinopropan-1-yl-(arginine) N(C(=N)N)CCCN[C@@H](CCCNC(N)=N)C(=O)O